9,9-bis(carbomethoxy)fluorene C(=O)(OC)C1(C2=CC=CC=C2C=2C=CC=CC12)C(=O)OC